NCCNCCNCCC[Si](OC)(OC)OC 3-[2-(2-Aminoethylamino)-ethylamino]-propyltrimethoxysilan